COCCOCCO[Si](OCCOCCOC)(OCCOCCOC)CCCOCC1OC1 9-[2-(2-methoxyethoxy)ethoxy]-9-[3-(oxiranylmethoxy)propyl]-2,5,8,10,13,16-hexaoxa-9-silaheptadecane